4'-amino-6-methyl-3'-nitro-[1,1'-biphenyl] NC1=C(C=C(C=C1)C1=CC=CC=C1C)[N+](=O)[O-]